(2-(4-chlorophenyl)-2-(2,4,6-trimethoxyphenyl)ethyl)(phenyl)selenane ClC1=CC=C(C=C1)C(CC1([Se]CCCC1)C1=CC=CC=C1)C1=C(C=C(C=C1OC)OC)OC